7,8-dichloro-6-(2,6-difluorophenyl)-4H-[1,2,4]triazolo[1,5-a][1,4]benzodiazepine-2-Formic acid ClC1=C(C=CC2=C1C(=NCC=1N2N=C(N1)C(=O)O)C1=C(C=CC=C1F)F)Cl